((1-((2-Methoxynaphthalen-1-yl)methyl)naphthalen-2-yl)oxy)ethan-1-ol COC1=C(C2=CC=CC=C2C=C1)CC1=C(C=CC2=CC=CC=C12)OC(C)O